(2-chloro-4-fluoro-3-iodophenyl)((3-(methoxymethyl)azetidin-1-yl)sulfonyl)carbamic acid tert-butyl ester C(C)(C)(C)OC(N(S(=O)(=O)N1CC(C1)COC)C1=C(C(=C(C=C1)F)I)Cl)=O